FS(C=1C=CC(=NC1)N1CCNCC1)(F)(F)(F)F 4-(5-(pentafluoro-λ6-sulfanyl)pyridin-2-yl)piperazine